C(C)O[Si]1(OCC(CO1)C)CCC[S-] 3-[2-ethoxy-5-methyl-[1,3,2]dioxasilinan-2-yl]propanethiolate